trimethylolpropane tri(3-mercaptobutanoate) SC(CC(=O)O)C.SC(CC(=O)O)C.SC(CC(=O)O)C.C(O)C(CC)(CO)CO